F[C@@H]1CN(CC[C@@H]1NC=1C=2C=C(N(C2C=CC1)CC(F)(F)F)C#CCNC1=C(C=C(C=C1)S(=O)(=O)C)OC)C |r| rac-N-[(3R,4S)-3-fluoro-1-methylpiperidin-4-yl]-2-{3-[(4-methanesulfonyl-2-methoxyphenyl)amino]prop-1-yn-1-yl}-1-(2,2,2-trifluoroethyl)-1H-indol-4-amine